CN(C1CN(CCC1)C=1N=NC(=C2C1C=NC=C2)C2=C(C=C(C=C2)C(F)(F)F)O)C 2-{4-[3-(dimethylamino)piperidin-1-yl]pyrido[3,4-d]pyridazin-1-yl}-5-(trifluoromethyl)phenol